N-methyl-5-(4-((5-oxo-4,5-dihydropyrazolo[1,5-a]pyrido[3,2-e]pyrimidin-2-yl)methyl)piperazin-1-yl)pyridinecarboxamide CNC(=O)C1=NC=C(C=C1)N1CCN(CC1)CC1=NN2C(NC(C3=C2N=CC=C3)=O)=C1